C(C)SC#CSCC 1,2-bis(ethylthio)acetylene